((3-bromo-5-(trifluoromethyl)phenyl)carbamothioyl)benzamide BrC=1C=C(C=C(C1)C(F)(F)F)NC(=S)C1=C(C(=O)N)C=CC=C1